3,4,4,4-tetrafluoro-1-butene FC(C=C)C(F)(F)F